2-heptyl-4-(4-chlorobenzylamino)-7-methoxychroman C(CCCCCC)C1OC2=CC(=CC=C2C(C1)NCC1=CC=C(C=C1)Cl)OC